dimethyl-(6-((2-((6-methyl-5-(4-methylpiperazin-1-yl)chroman-8-yl)amino)-7H-pyrrolo[2,3-d]pyrimidin-4-yl)amino)quinoxalin-5-yl)phosphine oxide CP(C1=C2N=CC=NC2=CC=C1NC=1C2=C(N=C(N1)NC=1C=C(C(=C3CCCOC13)N1CCN(CC1)C)C)NC=C2)(C)=O